5-(1-(3,3-difluoropropyl)-1H-benzo[d][1,2,3]triazol-6-yl)-6-fluoro-N-((3R,4S)-3-fluoro-1-(oxetan-3-yl)piperidin-4-yl)-4-methoxypyrrolo[2,1-f][1,2,4]triazin-2-amine FC(CCN1N=NC2=C1C=C(C=C2)C=2C(=CN1N=C(N=C(C12)OC)N[C@@H]1[C@@H](CN(CC1)C1COC1)F)F)F